The molecule is a calcium salt with formula CCaO3. It has a role as an antacid, a food colouring, a food firming agent and a fertilizer. It is a calcium salt, a carbonate salt and a one-carbon compound. C(=O)([O-])[O-].[Ca+2]